OC1=CC=C(C=C1)C1=CC=C(C=C1)OC 4-hydroxy-4'-methoxy-1,1'-biphenyl